CROTYL-GLYCINE C(C=CC)NCC(=O)O